CC1(CCC(CC1)C1=CC=C(C=C1)NC(C(=O)N1CCCC1)C)C 2-((4-(4,4-dimethylcyclohexyl)phenyl)amino)-1-(pyrrolidin-1-yl)propan-1-one